BrC=1C=C(C=NC1)C(C=C)O 1-(5-bromo-3-pyridinyl)prop-2-en-1-ol